6-(1,4-dimethyl-1H-1,2,3-triazol-5-yl)-1-methyl-4-(phenyl-(tetrahydro-2H-pyran-4-yl)methyl)-1,4-dihydropyrazolo[3',4':4,5]pyrrolo[3,2-b]pyridine-3-carboxylic acid methyl ester COC(=O)C1=NN(C2=C1N(C=1C2=NC=C(C1)C1=C(N=NN1C)C)C(C1CCOCC1)C1=CC=CC=C1)C